fluoro-2H-indazol FN1N=C2C=CC=CC2=C1